CC(CC(=O)O)CCCC(CCCC(C)C)C 3,7,11-trimethyldodecanoic acid